N-((6-(2,6-dichloro-3,5-dimethoxyphenyl)thieno[2,3-d]pyrimidin-2-yl)methyl)acrylamide ClC1=C(C(=C(C=C1OC)OC)Cl)C1=CC2=C(N=C(N=C2)CNC(C=C)=O)S1